2-methoxy-4-morpholinyl-N-((5-phenyl-1,3,4-oxadiazol-2-yl)methyl)benzamide COC1=C(C(=O)NCC=2OC(=NN2)C2=CC=CC=C2)C=CC(=C1)N1CCOCC1